C1(=CC=CC=C1)[C@H](C)N[C@H]1[C@@H](CN(C1)C(=O)OC(C)(C)C)C(=O)OCC 1-(tert-butyl) 3-ethyl (3R,4S)-4-(((S)-1-phenylethyl)amino)pyrrolidine-1,3-dicarboxylate